tert-butyl 3-azabicyclo[3.2.0]heptane-3-carboxylate C12CN(CC2CC1)C(=O)OC(C)(C)C